N[C@@H]1CC[C@H](CC1)C1=C(C=CC(=C1)C=1C=NC=CC1C#N)NC(=O)C1=NC(=NC=C1)C1=C(C=CC=C1OC)F N-(2-((trans)-4-aminocyclohexyl)-4-(4-cyanopyridin-3-yl)phenyl)-2-(2-fluoro-6-methoxyphenyl)pyrimidine-4-carboxamide